1-(5-bromopyridin-3-yl)propan-1-one BrC=1C=C(C=NC1)C(CC)=O